ClC1=C2N=C(C=NC2=CC=C1OC=1C=CC2=C(N(C(=N2)C)COCC[Si](C)(C)C)C1)C=1C=NNC1 2-[[6-[5-chloro-3-(1H-pyrazol-4-yl)quinoxalin-6-yl]oxy-2-methyl-benzimidazol-1-yl]methoxy]ethyl-trimethylsilane